3-(azetidin-1-yl)-6-((3-methoxy-4-((6-methoxypyridin-3-yl)methoxy)phenyl)amino)quinoxaline-5-carbonitrile N1(CCC1)C=1C=NC=2C=CC(=C(C2N1)C#N)NC1=CC(=C(C=C1)OCC=1C=NC(=CC1)OC)OC